(1S,2R,4R)-2-(hydroxymethyl)-2-(methoxymethyl)-5-methylquinuclidin-3-one OC[C@@]1(N2CC([C@H](C1=O)CC2)C)COC